6-(2-hydroxy-ethoxy)naphthal OCCOC=1C=C2C=CC=C(C2=CC1)C=O